ClC=1C(=C(C=CC1Cl)NC1=NC=NC2=CC(=C(C(=C12)[N+](=O)[O-])OC1CNCCC1)OC)F N-(3,4-dichloro-2-fluorophenyl)-7-methoxy-5-nitro-6-(piperidin-3-yloxy)quinazolin-4-amine